FC=1C=C(C=2C=CNC2C1)C(=O)NC 6-fluoro-N-methyl-1H-indole-4-carboxamide